1-(4-(6-fluoro-1,2,3,4,4a,9a-hexahydrobenzofuro[2,3-c]pyridine-2-carbonyl)-5-methylpicolinoyl)-4-phenylpiperidine-4-carbonitrile FC=1C=CC2=C(C1)C1C(CN(CC1)C(=O)C1=CC(=NC=C1C)C(=O)N1CCC(CC1)(C#N)C1=CC=CC=C1)O2